tert-butyl (1R,3S)-3-((5-fluoro-4-(2-(1-hydroxycyclobutyl)pyridin-4-yl)pyrimidin-2-yl)amino)cyclohexane-1-carboxylate FC=1C(=NC(=NC1)N[C@@H]1C[C@@H](CCC1)C(=O)OC(C)(C)C)C1=CC(=NC=C1)C1(CCC1)O